(1R,2R)-2-fluoro-N-{1'-methyl-5'-[(4-methyl-6-propanoylpyridin-3-yl)amino]-6'-oxo-[4,4'-bipyrimidin]-6-yl}cyclopropane-1-carboxamide F[C@H]1[C@H](C1)C(=O)NC1=CC(=NC=N1)C=1N=CN(C(C1NC=1C=NC(=CC1C)C(CC)=O)=O)C